2-fluoro-3-((3-methoxyphenylethyl)amino)-3-oxopropionamide FC(C(=O)N)C(=O)NCCC1=CC(=CC=C1)OC